C(C)(C)(C)OC(=O)N1CCN(CC1)C1=C2C(=NS1)C(=C(C(=C2)Cl)[Sn](CCCC)(CCCC)CCCC)F 4-(5-chloro-7-fluoro-6-(tributylstannyl)benzo[c]Isothiazol-3-yl)piperazine-1-carboxylic acid tert-butyl ester